C(C1=CC=CC=C1)(=O)ONC(=CCCCCC)C(C1=CC=C(C=C1)S(=O)(=O)C1=CC=CC=C1)=O [1-(4-phenylsulfonylbenzoyl) heptenylamino] benzoate